2-formylthiazole C(=O)C=1SC=CN1